C(CCCCCCCCCCC)C1=C(C2=CC=CC=C2C=C1)S(=O)(=O)O n-dodecylnaphthylsulfonic acid